2-(2-Chloro-4-methoxyphenyl)-N-[4-(4-chloro-1H-pyrazol-1-yl)-3-sulfamoylphenyl]acetamide ClC1=C(C=CC(=C1)OC)CC(=O)NC1=CC(=C(C=C1)N1N=CC(=C1)Cl)S(N)(=O)=O